C(C1=CC=CC=C1)N1C(CN(CC1C)CC1=CC=CC=C1)CO (1,4-dibenzyl-6-methylpiperazin-2-yl)methanol